Cis-2-[4-[2-[1-hydroxyethyl]-6-(methylamino)imidazo[4,5-c]pyridin-1-yl]cyclohexyl]acetonitrile OC(C)C=1N(C2=C(C=NC(=C2)NC)N1)[C@H]1CC[C@H](CC1)CC#N